tert-Butyl 3-{3-[1-(4-amino-3-vinyl-1H-pyrazolo[3,4-d]pyrimidin-1-yl)ethyl]-5-chloro-2-ethoxy-6-fluorophenyl}azetidine-1-carboxylate NC1=C2C(=NC=N1)N(N=C2C=C)C(C)C=2C(=C(C(=C(C2)Cl)F)C2CN(C2)C(=O)OC(C)(C)C)OCC